(1,3-dimethyl-azetidin-3-yl)-(4-isopropyl-phenyl)-(5-methyl-pyridin-3-yl)-methanol CN1CC(C1)(C)C(O)(C=1C=NC=C(C1)C)C1=CC=C(C=C1)C(C)C